(S)-3-(3-(4-hydroxy-1,6-dimethyl-2-oxo-1,2-dihydropyridin-3-yl)ureido)-3-(3'-methoxy-5-methylbiphenyl-3-yl)propionic acid OC1=C(C(N(C(=C1)C)C)=O)NC(N[C@@H](CC(=O)O)C=1C=C(C=C(C1)C)C1=CC(=CC=C1)OC)=O